C(C)(C)(C)OC(=O)NC(C(C)=O)CC1=CC=CC=C1 3-(tert-butoxycarbonyl)amino-4-phenyl-2-butanone